[N+](=O)([O-])C1=C(C(=O)NC=2SC(=CC2)C2=CC=CC=C2)C=CC=C1 2-Nitro-N-(5-phenylthiophen-2-yl)benzamide